2'-chloro-5'-methoxy-6-methyl-N-(5-(1-methyl-1H-pyrazole-3-carbonyl)-5,6-dihydro-4H-pyrrolo[3,4-d]thiazol-2-yl)-[4,4'-bipyridine]-3-carboxamide ClC1=NC=C(C(=C1)C1=C(C=NC(=C1)C)C(=O)NC=1SC2=C(N1)CN(C2)C(=O)C2=NN(C=C2)C)OC